2-((3aR,5s,6aS)-5-((S)-5-(3,5-difluorophenyl)-4,5-dihydro-1H-pyrazole-1-carbonyl)hexahydrocyclopenta[c]pyrrol-2(1H)-yl)pyrimidine-4-carboxamide FC=1C=C(C=C(C1)F)[C@@H]1CC=NN1C(=O)C1C[C@@H]2[C@@H](CN(C2)C2=NC=CC(=N2)C(=O)N)C1